C(#N)C(CCC(=O)O)(C)SC(=S)SCCC 4-cyano-4-[(propylsulfanylthiocarbonyl)sulfanyl]pentanoic acid